C(C)OC(=O)[C@@H]1[C@@H]2CC[C@H]([C@H]12)OC=1C=CC(=NC1C)C=1N=NN(C1C(=O)O)C |r| (±)-4-(5-(((1S,2R,5R,6R)-6-(ethoxycarbonyl)bicyclo[3.1.0]hex-2-yl)oxy)-6-methylpyridin-2-yl)-1-methyl-1H-1,2,3-triazole-5-carboxylic acid